C(C)(C)C=1C=CC=C(C(=O)NC)C1 5-isopropyl-N-methylbenzamide